CN(C(CCCCCCCCCC\C=C/CCCCCCCC(=O)OC)CCCCCCC)C methyl (9Z)-21-(dimethylamino)octacos-9-enoate